IC1=NN2C(C=CC=C2C(=O)[O-])=C1 2-iodopyrazolo[1,5-a]pyridine-7-carboxylate